BrC=1C(=C(OC2CCC(CC2)C[C@@H](CO)C)C=CC1)C (S)-3-((1r,4S)-4-(3-bromo-2-methylphenoxy)cyclohexyl)-2-methylpropan-1-ol